4-(2-Fluoropropan-2-yl)-N-(6-methyl-5-(7-(methylamino)-1,6-naphthyridin-3-yl)pyridin-3-yl)picolinamide FC(C)(C)C1=CC(=NC=C1)C(=O)NC=1C=NC(=C(C1)C=1C=NC2=CC(=NC=C2C1)NC)C